CC1=NC(=CC(=C1)C=1NC2=CC=C(C=C2C1C(C)C)C1CCN(CC1)C(CC)=O)C 1-(4-(2-(2,6-dimethylpyridin-4-yl)-3-isopropyl-1H-indol-5-yl)piperidin-1-yl)propan-1-one